N-[2-(4-carbamoylphenyl)thieno[3,2-c]pyridin-4-yl]-2-fluoro-4-(5-methyl-1,3,4-thiadiazol-2-yl)-N-[(3R)-3-piperidyl]benzamide C(N)(=O)C1=CC=C(C=C1)C1=CC=2C(=NC=CC2S1)N(C(C1=C(C=C(C=C1)C=1SC(=NN1)C)F)=O)[C@H]1CNCCC1